bis(2-(2-methoxyethoxy)ethyl) monochlorophosphate P(=O)(OCCOCCOC)(OCCOCCOC)Cl